Tert-butyl (4-((2-fluorophenyl)amino)-6-(4-phenylpiperazine-1-carbonyl)pyridin-2-yl)carbamate FC1=C(C=CC=C1)NC1=CC(=NC(=C1)C(=O)N1CCN(CC1)C1=CC=CC=C1)NC(OC(C)(C)C)=O